Ethyl (4E)-4-[3-(4-cyanopyridin-2-yl)prop-2-yn-1-ylidene]-3,3-dimethylpiperidine-1-carboxylate C(#N)C1=CC(=NC=C1)C#C\C=C/1\C(CN(CC1)C(=O)OCC)(C)C